ethyl 2-[4,10-bis(2-tert-butoxy-2-oxoethyl)-1,4,7,10-tetraazacyclododecan-1-yl]-3-[4-(2,2,3,3-tetrafluoropropoxy)phenyl]propanoate C(C)(C)(C)OC(CN1CCN(CCN(CCNCC1)CC(OC(C)(C)C)=O)C(C(=O)OCC)CC1=CC=C(C=C1)OCC(C(F)F)(F)F)=O